N1=C(C=CC=C1)S(=O)(=O)O 2-pyridinesulphonic acid